5-(2-Ethyl-4-(3-fluoro-5-methylphenyl)-1H-imidazol-5-yl)-1H-indazole C(C)C=1NC(=C(N1)C1=CC(=CC(=C1)C)F)C=1C=C2C=NNC2=CC1